Cl.COC([C@H]1NCCC1)=O L-proline methyl ester HCl salt